6,7-diethoxy-N-(4-methylsulfonylphenyl)isoquinolin-1-amine C(C)OC=1C=C2C=CN=C(C2=CC1OCC)NC1=CC=C(C=C1)S(=O)(=O)C